6-chloro-7-(3-chloropyrazin-2-yl)-N-[5-(difluoromethoxy)-4,6-dimethoxy-pyrimidin-2-yl]-1H-indole-3-sulfonamide ClC1=CC=C2C(=CNC2=C1C1=NC=CN=C1Cl)S(=O)(=O)NC1=NC(=C(C(=N1)OC)OC(F)F)OC